O=C1NC(CCC1N1CC2=CC=C(C=C2C1=O)N1CCCCC1)=O 1-(2-(2,6-dioxopiperidin-3-yl)-3-oxoisoindoline-5-yl)piperidine